O=C1NC(CCC1N1C(C2=CC=C(C=C2C1=O)OCCCCCN1CCC(CC1)OC1CC(C1)OC1=NC=C(C=C1)C=1C=CC=2C3=C(NC2C1)C=CN=C3)=O)=O 2-(2,6-dioxo-3-piperidyl)-5-[5-[4-[3-[[5-(5H-pyrido[4,3-b]indol-7-yl)-2-pyridyl]oxy]cyclobutoxy]-1-piperidyl]pentoxy]isoindoline-1,3-dione